CN1N=C(C=C1)C1=CC=C(C=C1)B1OC(C(O1)(C)C)(C)C 1-methyl-3-[4-(4,4,5,5-tetramethyl-1,3,2-dioxaborolan-2-yl)phenyl]pyrazole